FC=1C(=C(C=CC1)C=1C=C2C(=NN(C2=CC1)C)CN)OCCC=1C(=NN(C1C)C)C 1-(5-(3-fluoro-2-(2-(1,3,5-trimethyl-1H-pyrazol-4-yl)ethoxy)phenyl)-1-methyl-1H-indazol-3-yl)methanamine